BrC1=CC(=NC=C1)N1N=C(C=2CCCC(C12)=O)C(F)(F)F 1-(4-bromo-2-pyridyl)-3-(trifluoromethyl)-5,6-dihydro-4H-indazol-7-one